FC1=C2C=CNC2=CC(=C1OC1=CC(=CC=C1)C1=NN=C(N1)CC1=CC(=CC=C1)I)F 4,6-Difluoro-5-(3-(5-(3-iodobenzyl)-4H-1,2,4-triazol-3-yl)phenoxy)-1H-indole